C(N)(=O)C=1C(=NC(=NC1)N1[C@@H](CN(CC1)C(=O)OC(C)(C)C)C)NC=1C=NC(=CC1)C1CC1 |r| racemic-tert-butyl 4-(5-carbamoyl-4-((6-cyclopropylpyridin-3-yl)amino)pyrimidin-2-yl)-3-methylpiperazine-1-carboxylate